5-cyclopropyl-6-fluoro-1H-indazol C1(CC1)C=1C=C2C=NNC2=CC1F